C(C)(C)(C)OC(=O)N1C=C(C2=NC=CC=C21)C(C)C 3-isopropyl-1H-pyrrolo[3,2-b]Pyridine-1-carboxylic acid tert-butyl ester